[N+](=O)([O-])C=1C=CC(=NC1)[C@H](CO)O (R)-1-(5-Nitropyridin-2-yl)ethane-1,2-diol